COC(N[C@H](C(=O)NC=1C(N(C=CC1)CC1=NC2=C(N1)C=C(C=C2OCC2=C(C=C(C=C2)F)F)F)=O)CC\C=C\C(=O)NC)=O Methyl-(S,E)-(1-((1-((4-((2,4-difluorobenzyl)oxy)-6-fluoro-1H-benzo[d]imidazol-2-yl)methyl)-2-oxo-1,2-dihydropyridin-3-yl)amino)-7-(methylamino)-1,7-dioxohept-5-en-2-yl)carbamat